C(#C)C1=CC=C(C=C1)C1=CC=C(C=C1)CCCCCCCC 4-ethynyl-4'-octyl-1,1'-biphenyl